N[C@H](C)C1=CC=C2C(=N1)N(C(=C2)C=2N=C1N(C(=CC(=C1)C(=O)OC(C)C)OC)C2C)CCCC=C isopropyl (R)-2-(6-(1-aminoethyl)-1-(pent-4-en-1-yl)-1H-pyrrolo[2,3-b]pyridin-2-yl)-5-methoxy-3-methylimidazo[1,2-a]pyridine-7-carboxylate